(1S,3S)-3-((6-(4-(((cyclobutyl-(methyl)carbamoyl)oxy)methyl)-3-methylisoxazol-5-yl)-2-methyl-pyridin-3-yl)oxy)cyclohexane-1-carboxylic acid C1(CCC1)N(C(=O)OCC=1C(=NOC1C1=CC=C(C(=N1)C)O[C@@H]1C[C@H](CCC1)C(=O)O)C)C